N-(3-bromo-1-(6-(2-fluoroprop-2-yl)pyridin-2-yl)-1H-pyrazolo[4,3-c]pyridin-6-yl)acetamide BrC1=NN(C2=C1C=NC(=C2)NC(C)=O)C2=NC(=CC=C2)C(C)(C)F